CNCC=1N=NNN1 N-methyl-1-(2H-tetrazol-5-yl)methylamine